OCC(C=C)[N+]1=CN([C@H]2[C@H](O)[C@H](O)[C@@H](CO)O2)C=2N=C(NC(C12)=O)N 7-(1-hydroxy-3-buten-2-yl)guanosine